COC=1C(=CC2=CN(N=C2C1)C1CCNCC1)C=1C=C(C=2N(N1)C=C(N2)C)C 6-(6-methoxy-2-(piperidin-4-yl)-2H-indazol-5-yl)-2,8-dimethylimidazo[1,2-b]pyridazine